5-Tricosyl-resorcinol C(CCCCCCCCCCCCCCCCCCCCCC)C=1C=C(C=C(O)C1)O